rac-(1R,2R)-2-[(5s,7s)-7-fluoro-5-phenyl-6,7-dihydro-5H-pyrrolo[1,2-b][1,2,4]triazol-2-yl]cyclopropylmethanol F[C@H]1C[C@H](N2N=C(N=C21)[C@H]2[C@@H](C2)CO)C2=CC=CC=C2 |&1:9,10|